4-cyclopropyl-2-((R)-3-methylmorpholin-4-yl)-8-(1H-pyrazol-3-yl)-[1,7]naphthyridine C1(CC1)C1=CC(=NC2=C(N=CC=C12)C1=NNC=C1)N1[C@@H](COCC1)C